oxalic acid sodium hydroxide [OH-].[Na+].C(C(=O)O)(=O)O